Cl.ClC=1N=C(N(N1)C1=NC=CC=N1)C(C)N 1-(5-Chloro-2-pyrimidin-2-yl-1,2,4-triazol-3-yl)ethanamine-hydrochloride